2,4-dioxo-3-propyl-1,2,3,4-tetrahydropyrido[3,2-d]pyrimidin O=C1N(C(C2=C(N1)C=CC=N2)=O)CCC